O=C1N(C(C2=CC=CC=C12)=O)C[C@H](CC=1C=C2C=NN(C2=CC1)S(=O)(=O)C1=CC=C(C)C=C1)NC(OC(C)(C)C)=O tert-butyl (S)-(1-(1,3-dioxoisoindolin-2-yl)-3-(1-tosyl-1H-indazol-5-yl)propan-2-yl)carbamate